5-(4-(2-(dimethoxymethyl)-7-azaspiro[3.5]nonan-7-yl)-5-fluoro-2-methoxyphenyl)-6-phenyl-5,6,7,8-tetrahydronaphthalen-2-ol COC(C1CC2(C1)CCN(CC2)C2=CC(=C(C=C2F)C2C=1C=CC(=CC1CCC2C2=CC=CC=C2)O)OC)OC